(3R,4R)-1-(tert-butoxycarbonyl)-3-methylpiperidine-4-carboxylic acid C(C)(C)(C)OC(=O)N1C[C@@H]([C@@H](CC1)C(=O)O)C